2,6-bis-(2'-hydroxy-5'-methylbenzyl)-4-methylphenol OC1=C(CC2=C(C(=CC(=C2)C)CC2=C(C=CC(=C2)C)O)O)C=C(C=C1)C